tert-butyl 3-(4-bromo-2H-1,2,3-triazol-2-yl)piperidine-1-carboxylate BrC1=NN(N=C1)C1CN(CCC1)C(=O)OC(C)(C)C